FC=1C(=C(C=CC1)[C@@H]1C2=C(NC(=C1C(=O)OC)C)COC2=O)C(=C)C (S)-methyl 4-(3-fluoro-2-(prop-1-en-2-yl) phenyl)-2-methyl-5-oxo-1,4,5,7-tetrahydrofuro[3,4-b]pyridine-3-carboxylate